6-chloro-N-methyl-[2,4'-bipyridine]-2'-carboxamide ClC1=CC=CC(=N1)C1=CC(=NC=C1)C(=O)NC